4-chloro-2,6-diethylphenylmagnesium bromide ClC1=CC(=C(C(=C1)CC)[Mg]Br)CC